N-nitroso-N-(2,5-difluorophenyl)-hydroxylamine N(=O)N(O)C1=C(C=CC(=C1)F)F